C(C)C(COC(CCCCCCCCCCCCCCC(C)C)=O)CCCC 2-Ethylhexylisostearat